(R)-N-(3-(1-((2-Amino-5-(1-methyl-1H-pyrazol-4-yl)pyridin-3-yl)oxy)ethyl)phenyl)-3-isopropylbenzamid NC1=NC=C(C=C1O[C@H](C)C=1C=C(C=CC1)NC(C1=CC(=CC=C1)C(C)C)=O)C=1C=NN(C1)C